COC1=C(C=C(C(=C1)CCC)OC)CC(C)N 1-(2,5-dimethoxy-4-propylphenyl)propan-2-amine